1-(3-chloro-2-fluoro-phenyl)ethanamine ClC=1C(=C(C=CC1)C(C)N)F